2-[2-[(3S)-3-fluoropyrrolidin-1-yl]-4-iodo-3-pyridinyl]-3,4,6,7-tetrahydropyrano[3,4-d]imidazole F[C@@H]1CN(CC1)C1=NC=CC(=C1C1=NC2=C(N1)COCC2)I